perfluoro-3,6,9,12-tetraoxatridecan-1-ol FC(C(OC(C(OC(C(OC(C(OC(F)(F)F)(F)F)(F)F)(F)F)(F)F)(F)F)(F)F)(F)F)(O)F